C1CCC(CC1)C2=NN3C(=NN=C3S2)C4=CC=CO4 The molecule is a triazolothiadiazole that is [1,2,4]triazolo[3,4-b][1,3,4]thiadiazole which is substituted at positions 3 and 6 by 2-furyl and cyclohexyl groups, respectively. A cardiomyocyte promoter and an inhibitor of Wnt/beta-catenin dependent transcriptional activity, it induces cardiac cell formation in murine stem cells and zebrafish embryos, expanding cardiac progenitor cells. A biphasic modulator of cardiogenesis, it can act as either a promotor or inhibitor of heart formation, depending on the stage of treatment. It has a role as a Wnt signalling inhibitor. It is a triazolothiadiazole and a member of furans.